N-((1,2,3,5,6,7-hexahydro-s-indacen-4-yl)carbamoyl)-7-methoxy-N-trityl-5,6,7,8-tetrahydropyrazolo[5,1-b][1,3]oxazepine-3-sulfonimidamide C1CCC2=C(C=3CCCC3C=C12)NC(=O)N(S(=O)(=N)C=1C=NN2C1OCCC(C2)OC)C(C2=CC=CC=C2)(C2=CC=CC=C2)C2=CC=CC=C2